2-[[2-[(cyclobutylmethylamino)methyl]-1H-indol-6-yl]methyl]-5-methoxy-2,7-naphthyridin-1-one C1(CCC1)CNCC=1NC2=CC(=CC=C2C1)CN1C(C2=CN=CC(=C2C=C1)OC)=O